C(CCCC)OC(CCC(=O)OCCCCCCCC(CCCCCCCOC(CCC(OCCCCC)OCCCCC)=O)N(CC1CCN(CC1)C)C(=O)SCCCCCCC)OCCCCC 8-(((heptylthio)carbonyl)((1-methylpiperidin-4-yl)methyl)amino)pentadecane-1,15-diyl bis(4,4-bis(pentyloxy)butanoate)